C1(=CC=CC=C1)C=1C=C(SC1)C=O 4-phenylthiophene-2-carbaldehyde